FC(C1(C(C(C(C(C1(F)F)(F)F)(F)F)(F)F)(F)F)F)(S(=O)(=O)O)F perfluoro(cyclohexylmethyl)sulfonic acid